COC1=CC=C(C=C1)C(C(NC1=CC=C(C=C1)[Si](C)(C)C)=O)NC(=O)C1CC(NCC1)=O N-(1-(4-methoxyphenyl)-2-oxo-2-((4-(trimethylsilyl)phenyl)amino)ethyl)-2-oxopiperidine-4-carboxamide